FC=1C=C(C=NC1)C1=NC(=CC(=N1)NCCC1=CNC2=CC=CC=C12)N1CCNCC1 2-(5-fluoro-3-pyridinyl)-N-[2-(1H-indol-3-yl)ethyl]-6-piperazin-1-yl-pyrimidin-4-amine